CC1=NC2=CC=CC=C2C=C1C 2,3-dimethylquinoline